2,6-Diacetamidophenylborat C(C)(=O)NC1=C(C(=CC=C1)NC(C)=O)OB([O-])[O-]